perfluorobutylsulfonate Lithium [Li+].FC(C(C(C(F)(F)F)(F)F)(F)F)(S(=O)(=O)[O-])F